3-bromo-5,5-dimethyl-2-isoxazoline BrC1=NOC(C1)(C)C